1-((4-phenoxybutyryl)glycyl)-4-phenylpyrrolidine-2-carboxylic acid O(C1=CC=CC=C1)CCCC(=O)NCC(=O)N1C(CC(C1)C1=CC=CC=C1)C(=O)O